1-(4-chloro-2-methoxy-5-methyl-phenyl)-3-[(1S)-1-(2-pyrimidin-2-yl-1,2,4-triazol-3-yl)ethyl]urea ClC1=CC(=C(C=C1C)NC(=O)N[C@@H](C)C=1N(N=CN1)C1=NC=CC=N1)OC